ClC1=CC=C(C=N1)N1N=CC=CC1=O 2-(6-chloro-3-pyridyl)pyridazin-3-one